C(C)S(=O)(=O)C=1C=C(C=NC1C1=CC2=C(N(C(OC2)=O)CC(C(F)(F)F)(F)F)C=N1)N(C(C)=O)C N-[5-ethylsulfonyl-6-[2-oxo-1-(2,2,3,3,3-pentafluoropropyl)-4H-pyrido[3,4-d][1,3]oxazin-6-yl]-3-pyridyl]-N-methyl-acetamide